Cl.CN1N=C2C=CC(=CC2=C1)C=1SC2=C(N1)C=CC(=C2)C=2CCN(CC2)C 2-(2-methyl-2H-indazol-5-yl)-6-(1-methyl-1,2,3,6-tetrahydropyridin-4-yl)-1,3-benzothiazole hydrochloride